NC=1C2=C(N=CN1)N(C=C2C2=CC=C(C=C2)OC2=CC=CC=C2)[C@@H]2CC[C@H](CC2)NCC2=NNC(N2)=O 3-((((trans)-4-(4-amino-5-(4-phenoxyphenyl)-7H-pyrrolo[2,3-d]pyrimidin-7-yl)cyclohexyl)amino)methyl)-1H-1,2,4-triazol-5(4H)-one